N-[2-Diethylamino-6-(4-fluoro-benzylamino)-pyridin-3-yl]-3-(3-fluoro-phenyl)-propionamide C(C)N(C1=NC(=CC=C1NC(CCC1=CC(=CC=C1)F)=O)NCC1=CC=C(C=C1)F)CC